C(CCCCC)C(C(=O)OCCCCCC(CCCCCOC(C(SCCCCC)SCCCCC)=O)N(C)CCCCO)CCCCCCCC 11-(2,2-bis(Pentylthio)acetoxy)-6-((4-hydroxybutyl)(methyl)amino)undecyl 2-hexyl-decanoate